4-tridecen-1-yl acetate C(C)(=O)OCCCC=CCCCCCCCC